(Z)-5-((1H-pyrrolo[3,2-b]pyridine-3-yl)methylene)-3-methyloxazolidine-2,4-dione N1C=C(C2=NC=CC=C21)\C=C/2\C(N(C(O2)=O)C)=O